FC1(CCN(CCC1)C1=NC2=CC(=CC=C2C=C1C(=O)NC=1C(=C(SC1)C(=O)O)C)F)F 4-(2-(4,4-difluoroazepan-1-yl)-7-fluoroquinoline-3-carboxamido)-3-methylthiophene-2-carboxylic acid